COC=1C=C(C(=O)NC(=C)C2=CC=CC=C2)C=CC1 3-methoxy-N-(1-phenylvinyl)benzamide